[Co].[Mn].[Cu].[Ca] calcium-copper-manganese-cobalt